C(C)(C)(C)N(CCO)CCO N-tert-Butyl-diethanolamine